2-(9-(3-((2-(methylamino)-3,4-dioxocyclobut-1-en-1-yl)amino)propyl)-3,9-diazaspiro[5.5]undecan-3-yl)propane-1,3-diyl bis(2-heptylnonanoate) C(CCCCCC)C(C(=O)OCC(COC(C(CCCCCCC)CCCCCCC)=O)N1CCC2(CC1)CCN(CC2)CCCNC2=C(C(C2=O)=O)NC)CCCCCCC